1,3-bis(2-hydroperoxy-2-propyl)benzene Tert-butyl-(4S)-4-(1-hydroxypent-4-en-1-yl)-2,2-dimethyloxazolidine-3-carboxylate C(C)(C)(C)OC(=O)N1C(OC[C@H]1C(CCC=C)O)(C)C.O(O)C(C)(C)C1=CC(=CC=C1)C(C)(C)OO